C(C)OC([C@@H](N(CCCC)C(=O)OCC)C(C)C)=O N-(ethoxycarbonyl)-N-butylvaline ethyl ester